8-ethyl-N-(4-methoxybenzyl)-2-(morpholin-4-yl)pyrazolo[1,5-a][1,3,5]triazin-4-amine C(C)C=1C=NN2C1N=C(N=C2NCC2=CC=C(C=C2)OC)N2CCOCC2